1-[6-[4-[(4-Aminocyclohexyl)methyl]piperazin-1-yl]-3-pyridyl]hexahydropyrimidine-2,4-dione NC1CCC(CC1)CN1CCN(CC1)C1=CC=C(C=N1)N1C(NC(CC1)=O)=O